CN1C(=NN=C1)C1(CC2(CN(C2)CC(F)(F)F)C1)C=1C=C(C=CC1)N1C(C2=CC(=CC(=C2C1)C(F)(F)F)CNC1(CCC1)C)=O 2-(3-(6-(4-methyl-4H-1,2,4-triazol-3-yl)-2-(2,2,2-trifluoroethyl)-2-azaspiro[3.3]heptan-6-yl)phenyl)-6-(((1-methylcyclobutyl)-amino)methyl)-4-(trifluoromethyl)isoindolin-1-one